CC1=CC=C(C=C1)C1=C(C=CC=C1)C1=NN=NN1 5-(4'-methylbiphenyl-2-yl)-1H-tetrazole